(S)-8-(2-amino-6-((R)-2,2,2-trifluoro-1-(4-(isobutoxycarbonyl)-2-(3-methyl-1H-pyrazol-1-yl)phenyl)ethoxy)pyrimidin-4-yl)-2,8-diazaspiro[4.5]decane-3-carboxylic acid NC1=NC(=CC(=N1)N1CCC2(C[C@H](NC2)C(=O)O)CC1)O[C@@H](C(F)(F)F)C1=C(C=C(C=C1)C(=O)OCC(C)C)N1N=C(C=C1)C